FC(COC1=C(C=CC=C1)N1N=C(C=C(C1=O)C(=O)NC1=CC=C(C=C1)[C@@H](C)O)C)F |r| rac-2-[2-(2,2-difluoroethoxy)phenyl]-N-[4-(1-hydroxyethyl)phenyl]-6-methyl-3-oxo-2,3-dihydropyridazine-4-carboxamide